C(C)(C)(C)C1=C(O)C=CC(=C1)O mono-tertiary butylhydroquinone